3-benzyl-1-(trans-4-((5-cyano-4-(1-methylhexahydropyrrolo-[3,4-b]pyrrole-5(1H)-yl)pyrimidin-2-yl)amino)cyclohexyl)-1-(5-(1-methyl-1H-pyrazol-4-yl)pyridin-2-yl)urea C(C1=CC=CC=C1)NC(N(C1=NC=C(C=C1)C=1C=NN(C1)C)[C@@H]1CC[C@H](CC1)NC1=NC=C(C(=N1)N1CC2N(CCC2C1)C)C#N)=O